1-((benzyloxy)carbonyl)-3-((tert-butoxycarbonyl)amino)piperidine C(C1=CC=CC=C1)OC(=O)N1CC(CCC1)NC(=O)OC(C)(C)C